[Ag](I)I silver(II) iodide